O=C1NC(CC[C@@H]1N1C(C2=CC=CC(=C2C1)OCC1=CC=C(C=C1)C1(CC1)N1CCN(CC1)C1=C(C=C(C#N)C=C1)F)=O)=O (S)-4-(4-(1-(4-(((2-(2,6-dioxopiperidin-3-yl)-1-oxoisoindolin-4-yl)oxy)methyl)phenyl)cyclopropyl)piperazin-1-yl)-3-fluorobenzonitrile